C1(CC1)C(C)OC1=CC=C(C=C1)NC(=O)C=1C=C(C=CC1)C=1C=C(C(=NC1)C)C(=O)O 5-[3-[[4-(1-cyclopropylethoxy)phenyl]carbamoyl]phenyl]-2-methyl-pyridine-3-carboxylic acid